(RS)-10-Cyclopropyl-6-isopropyl-2-methoxy-3-(3-methoxypropoxy)-9-oxo-9,10-dihydro-6H-pyrano[3,2-b:4,5-b']dipyridine-8-carboxylic acid C1(CC1)N1C2=C(C=C(C1=O)C(=O)O)[C@H](OC=1C2=NC(=C(C1)OCCCOC)OC)C(C)C |r|